C1(CC1)C1=NN(C=C1C1=NC=C(C2=C1C=CN2C)F)[C@@H]2C[C@H](C2)CNC=2C=C1C(N(C(C1=CC2)=O)C2C(NC(CC2)=O)=O)=O 5-(((Trans-3-(3-cyclopropyl-4-(7-fluoro-1-methyl-1H-pyrrolo[3,2-c]pyridin-4-yl)-1H-pyrazol-1-yl)cyclobutyl)methyl)amino)-2-(2,6-dioxopiperidin-3-yl)isoindoline-1,3-dione